N-(1-cyanocyclopropyl)-3-(5-(difluoromethyl)-1,3,4-thiadiazol-2-yl)-8-(tetrahydro-1H-furo[3,4-c]pyrrol-5(3H)-yl)imidazo[1,5-a]pyridine-6-sulfonamide C(#N)C1(CC1)NS(=O)(=O)C=1C=C(C=2N(C1)C(=NC2)C=2SC(=NN2)C(F)F)N2CC1C(C2)COC1